7-chloro-N-(6-(4,5-dimethyl-1H-imidazol-1-yl)pyridin-3-yl)quinazolin-4-amine ClC1=CC=C2C(=NC=NC2=C1)NC=1C=NC(=CC1)N1C=NC(=C1C)C